O1C(COC2=NC=CC=C21)COC2=NC(N1C(C3=CC=CC=C3CC1)=C2)=O 2-(2,3-Dihydro-[1,4]dioxino[2,3-b]pyridin-2-ylmethoxy)-6,7-dihydro-pyrimido[6,1-a]isoquinolin-4-one